C1(CC1)C1=C(CN2C(N(CC=3C2=NN(C3)C)C3CCN(CC3)C=3C(=NC=CC3C)OC)=O)C=CC=C1 7-(2-cyclopropyl-benzyl)-5-(2'-methoxy-4'-methyl-3,4,5,6-tetrahydro-2H-[1,3']bipyridinyl-4-yl)-2-methyl-2,4,5,7-tetrahydro-pyrazolo[3,4-d]pyrimidin-6-one